9-(2-methyltetrahydro-2H-pyran-4-yl)-3,9-diazaspiro[5.5]undecane CC1OCCC(C1)N1CCC2(CCNCC2)CC1